C(C)NC(=O)C=1C=C(N2C=CC=C2C1)C(C1=CC=CC=C1)O N-ethyl-5-(hydroxy(phenyl)methyl)indolizine-7-carboxamide